ClC=1C(=CC=C2CCN(CC12)CC1=NC2=C(N1C[C@H]1OCC1)C=C(C=C2)C(=O)O)OCC2=C(C=C(C=C2)C#N)F (S)-2-((8-chloro-7-((4-cyano-2-fluorobenzyl)oxy)-3,4-dihydroisoquinoline-2(1H)-yl)methyl)-1-((oxetan-2-yl)methyl)-1H-benzo[d]Imidazole-6-carboxylic acid